(1R,2S,5S)-3-((S)-2-(bicyclo[1.1.1]pentane-1-carboxamido)-3,3-dimethylbutanoyl)-6,6-dimethyl-3-azabicyclo[3.1.0]hexane-2-carboxylic acid C12(CC(C1)C2)C(=O)N[C@H](C(=O)N2[C@@H]([C@H]1C([C@H]1C2)(C)C)C(=O)O)C(C)(C)C